Thioxanthen-9-one C1=CC=CC=2SC3=CC=CC=C3C(C12)=O